COC=1C=C(NC2CN(CC2)C(CCCCC[C@H]2NC(N[C@H]2C)=O)=O)C=C(C1)OC (4R,5S)-4-[6-[3-(3,5-dimethoxyanilino)pyrrolidin-1-yl]-6-oxo-hexyl]-5-methyl-imidazolidin-2-one